3-Ethoxy-1-propanol C(C)OCCCO